Cl.C(C1=CC=CC=C1)N(C(=O)C=1C=CC(=C2C=CC=NC12)NC1CCNCC1)C N-benzyl-N-methyl-5-(piperidin-4-ylamino)quinoline-8-carboxamide hydrochloride